OCC(CO)N1N=CC(=C1)C=1C=C(C=2N(C1)N=CC2C#N)SC2=NC=CC=C2F 6-(1-(1,3-dihydroxypropan-2-yl)-1H-pyrazol-4-yl)-4-((3-fluoropyridin-2-yl)thio)pyrazolo[1,5-a]pyridine-3-carbonitrile